O[C@@H]1N(C(N(C1)C1=CC(=CC=C1)C(F)(F)F)=O)C1=CC=C(C=C1)OC=1C=C2C(=NC1)NC=C2 (4S)-4-hydroxy-3-[4-(1H-pyrrolo[2,3-b]pyridin-5-yloxy)phenyl]-1-[3-(trifluoromethyl)phenyl]imidazolidin-2-one